N-(1-(pyridin-2-yl)ethyl)benzenesulfonamide N1=C(C=CC=C1)C(C)NS(=O)(=O)C1=CC=CC=C1